ClC=1C(=C(C(=CC1)F)NC=1N(C2=NC(=NC=C2N1)NC1CC(C1)(F)F)C1CCC(CC1)C(=O)N)F (1s,4s)-4-(8-(3-chloro-2,6-difluorophenylamino)-2-(3,3-difluorocyclobutylamino)-9H-purin-9-yl)cyclohexanecarboxamide